C1(CCCCC1)C1=NN=C2C(=NC=NN21)N 3-cyclohexyl-[1,2,4]triazolo[3,4-f][1,2,4]triazin-8-amine